C1(CCCC1)N1CCC2=C(CC1)C=CC(=C2)C=2C=C1C(=NC2)NN=C1C1=CC(=C(C=C1)C(C)(C)O)OC(F)(F)F 2-{4-[5-(3-Cyclopentyl-2,3,4,5-tetrahydro-1H-3-benzazepin-7-yl)-1H-pyrazolo[3,4-b]pyridin-3-yl]-2-(trifluoromethoxy)phenyl}propan-2-ol